C(C)(C)(C)OC(=O)N1C[C@H](CCC1)C(NC1=NN(C2=CC=C(C=C12)Br)C(C1=CC=CC=C1)(C1=CC=CC=C1)C1=CC=CC=C1)=O (3S)-3-[(5-bromo-1-trityl-1H-indazol-3-yl)carbamoyl]piperidine-1-carboxylic acid tert-butyl ester